CC1(OC(OCC1)(C)C)C1=CC=CC=C1 Trimethyl-4-phenyl-1,3-dioxan